(1S,4R)-2'-benzyl-5-(4-ethoxyphenyl)-8,8-dimethyl-5-azaspiro[bicyclo[2.2.2]octane-2,3'-[1,2]oxaziridine] C(C1=CC=CC=C1)N1OC12[C@@H]1CN([C@H](C2)C(C1)(C)C)C1=CC=C(C=C1)OCC